1-Bromo-2,5-difluoro-4-methoxy-3-nitrobenzene BrC1=C(C(=C(C(=C1)F)OC)[N+](=O)[O-])F